N-(5-((1S,3R)-3-((4-cyclopropyl-isothiazol-3-yl)oxy)cyclopentyl)-1H-pyrazol-3-yl)thiazolo[5,4-c]pyridin-4-amine C1(CC1)C=1C(=NSC1)O[C@H]1C[C@H](CC1)C1=CC(=NN1)NC1=NC=CC2=C1SC=N2